ClC1=C(C(=C(C=C1OC)OC)Cl)C=1N=C(C2=C(N1)C=NC(=C2)N[C@@H]2COCC[C@@H]2NC(C=C)=O)N2CCC(CC2)(C)OC N-((3S,4S)-3-((2-(2,6-dichloro-3,5-dimethoxyphenyl)-4-(4-methoxy-4-methylpiperidin-1-yl)pyrido[3,4-d]pyrimidin-6-yl)amino)tetrahydro-2H-pyran-4-yl)acrylamide